C(C1=CC=CC=C1)OC1=C2C=C(N(C2=CC=C1)C1=CC(=C(C=C1)F)C)C(C)C 4-benzyloxy-1-(4-fluoro-3-methyl-phenyl)-2-isopropyl-indole